OC=1C(=C2C=CC(=CC2=CC1)C(=O)N)CC1=C(C=CC2=CC=CC=C12)O 6-hydroxy-5-((2-hydroxynaphthalen-1-yl)methyl)-2-naphthamide